C(C)S(=O)(=O)C=1C=C(C=NC1C1=NC=2N(C=C1)N=C(C2)C(F)(F)F)N(C)C 5-(ethylsulfonyl)-N,N-dimethyl-6-(2-(trifluoromethyl)pyrazolo[1,5-a]pyrimidin-5-yl)pyridin-3-amine